3-(aminomethyl)cyclobutan-1-ol NCC1CC(C1)O